ONC(=O)C=1C=2CN(C(C2C=CC1)(C)C)C1=NC=C(C=N1)C(F)(F)F N-hydroxy-1,1-dimethyl-2-(5-(trifluoromethyl)pyrimidin-2-yl)isoindoline-4-carboxamide